C(CCCCC)OCOCCCC(C)[Mg]I 4-hexyloxymethoxy-1-methylbutylmagnesium iodide